CC1CN(C(=CC1)C1=CC=C(C=C1)C=1SC=CN1)C(=O)OC(C)(C)C tert-butyl 3-methyl-6-(4-thiazol-2-ylphenyl)-3,4-dihydro-2H-pyridine-1-carboxylate